(S)-2-amino-4-(6-chloro-2-(3-(dimethylamino)-3-methylazetidin-1-yl)-8-fluoro-4-(methyl((R)-1-(pyrazin-4-yl)ethyl)amino)quinazolin-7-yl)-5,7-difluorobenzo[b]thiophene-3-carbonitrile NC1=C(C2=C(S1)C(=CC(=C2C2=C(C=C1C(=NC(=NC1=C2F)N2CC(C2)(C)N(C)C)N([C@H](C)N2CC=NC=C2)C)Cl)F)F)C#N